6-chloro-3-iodo-1-(tetrahydro-2H-pyran-2-yl)-1H-pyrazolo[3,4-b]pyrazine ClC1=CN=C2C(=N1)N(N=C2I)C2OCCCC2